7-amino-5-methyl-3,4-dihydroisoquinolin-1(2H)-one NC1=CC(=C2CCNC(C2=C1)=O)C